SC1=C2CN(C(C2=CC=C1)=O)N1C(CCCC1=O)=O (4-mercapto-1-oxoisoindolin-2-yl)piperidine-2,6-dione